NC=1C=CC=C2NC=C(C[C@H](N)C(=O)O)C12 4-amino-tryptophan